C1(=CC=CC=C1)C=1OCC(C1C(=O)OCC)C1=CC=C(C=C1)C ethyl 2-phenyl-4-(p-tolyl)-4,5-dihydrofuran-3-carboxylate